BrC1=C(C2=CN(N=C2C=C1)C)N 5-bromo-2-methyl-2H-indazol-4-amine